ClC1=C(C=C2C(=N1)C=C(N2COCC[Si](C)(C)C)CN2C(=CC=CC2=O)C(=O)N(C2=CC=CC=C2)C)F 1-((5-chloro-6-fluoro-1-((2-(trimethylsilyl)ethoxy)methyl)-1H-pyrrolo[3,2-b]pyridin-2-yl)methyl)-N-methyl-6-oxo-N-phenyl-1,6-dihydropyridine-2-carboxamide